N-(6-methoxy-2-(piperidin-4-yl)-2H-indazol-5-yl)-6-(trifluoromethyl)picolinamide hydrochloride Cl.COC=1C(=CC2=CN(N=C2C1)C1CCNCC1)NC(C1=NC(=CC=C1)C(F)(F)F)=O